ClC=1C(=C(C(=O)OC(C(C(C)(C)C)(C)C)OS(=O)(=O)ON2[C@@H]3CC[C@H](N(C2=O)C3)C(N)=O)C(=CC1)OC)OC (((((1R,2S,5R)-2-carbamoyl-7-oxo-1,6-diazabicyclo[3.2.1]oct-6-yl) oxy) sulfonyl) oxy)-2,2,3,3-tetramethylbutyl 3-chloro-2,6-dimethoxybenzoate